2-[[[4-cyano-7-[4-(trifluoromethyl)phenyl]-2,3-dihydrobenzofuran-5-yl]amino]methyl]prop-2-enoic acid C(#N)C1=C(C=C(C2=C1CCO2)C2=CC=C(C=C2)C(F)(F)F)NCC(C(=O)O)=C